CNC(C)CC1=CC2=C(C=C1)OCCO2 methyl-3,4-ethylenedioxyamphetamine